Cl.C12CNCC2C1CNC(CC1=CC=C(C=C1)N1C(N=C(C=C1)NC(=O)N1CCN(CC1)C(C(C)(C)N)=O)=O)C N-(1-(4-(2-(((exo-3-Azabicyclo[3.1.0]hexan-6-yl)methyl)amino)propyl)phenyl)-2-oxo-1,2-dihydropyrimidin-4-yl)-4-(2-amino-2-methyl-propanoyl)piperazine-1-carboxamide Hydrochloride Salt